NC1=NC=CC2=C1C(=NN2[C@H]2C[C@@H](N(C2)C(=O)OC(C)(C)C)CC#N)I (2R,4S)-tert-butyl 4-(4-amino-3-iodo-1H-pyrazolo[4,3-c]pyridin-1-yl)-2-(cyanomethyl)pyrrolidine-1-carboxylate